C1(CC1)N1N=CC(=C1/C=C/C1CCNCC1)C1=C(C=CC=C1Cl)Cl (E)-4-(2-(1-cyclopropyl-4-(2,6-dichlorophenyl)-1H-pyrazol-5-yl)vinyl)piperidine